N1C=NC=CC=C1 1H-[1,3]diazepine